CN1C(=NC2=C1C=CC(=C2)C(=O)N2C[C@@H](CCC2)N)C=2N(C1=CC=CC=C1C2)CC2=CC=NC=C2 (3R)-1-({1-methyl-2-[1-(4-pyridinylmethyl)-1H-indol-2-yl]-1H-benzimidazol-5-yl}carbonyl)-3-piperidinamine